N-(3-carbamoyl-1-methyl-1H-pyrazol-4-yl)-2-(methylsulfanyl)pyrrolo[2,1-f][1,2,4]triazine-7-carboxamide trifluoroacetate FC(C(=O)O)(F)F.C(N)(=O)C1=NN(C=C1NC(=O)C1=CC=C2C=NC(=NN21)SC)C